[NH+]1=CC=C(C2=CC=CC=C12)C1=CC=[NH+]C2=CC=CC=C12 4,4'-biquinolinium